cis-2-[4-(1-methyl-1H-pyrazol-5-yl)-1-piperidinyl]-6-azaspiro[3.4]octane-6-carboxylic acid ethyl ester C(C)OC(=O)N1CC2(CC(C2)N2CCC(CC2)C2=CC=NN2C)CC1